6-amino-3-mercaptopyridine NC1=CC=C(C=N1)S